5-((3-(Difluoromethoxy)pyridin-2-yl)methyl)-7-(1-(2-fluoro-6-methylphenyl)piperidin-4-yl)pyrido[2,3-b]pyrazin-6(5H)-one FC(OC=1C(=NC=CC1)CN1C(C(=CC=2C1=NC=CN2)C2CCN(CC2)C2=C(C=CC=C2C)F)=O)F